FC1(CCC2=C1N=C(N=C2C2=CC=C(C=C2)CC(=O)OC)S(=O)(=O)C)F methyl 2-(4-(7,7-difluoro-2-(methylsulfonyl)-6,7-dihydro-5H-cyclopenta[d]pyrimidin-4-yl)phenyl)acetate